BrC1=C(C(=CC(=C1OC1=CC(=CC=C1)C1=NN(C=C1)C1OCCCC1)F)[N+](=O)[O-])/C=C/N(C)C (E)-2-(2-bromo-4-fluoro-6-nitro-3-(3-(1-(tetrahydro-2H-pyran-2-yl)-1H-pyrazol-3-yl)phenoxy)phenyl)-N,N-dimethylethen-1-amine